(3R,4R)-4-((dibenzylamino)methyl)-3-hydroxypiperidine-1-carboxylic acid tert-butyl ester C(C)(C)(C)OC(=O)N1C[C@@H]([C@H](CC1)CN(CC1=CC=CC=C1)CC1=CC=CC=C1)O